C(C)(=O)OC1(CC(C1)O[Si](C)(C)C(C)(C)C)C 3-((tert-butyldimethylsilyl) oxy)-1-methylcyclobutyl acetate